C(C)(C)(C)NC(=O)NC=1C(=CC2=C(N=C(N=C2)NCCCCN(CC)CC)N1)C1=CC(=CC(=C1)C)C 1-(Tert-Butyl)-3-(2-((4-(diethylamino)butyl)amino)-6-(3,5-dimethylphenyl)pyrido[2,3-d]pyrimidin-7-yl)urea